6-((S)-2-(2-Chlorophenyl)pyrrolidin-1-yl)-4-methyl-N-((R,E)-4-(methylsulfonyl)but-3-en-2-yl)nicotinamide ClC1=C(C=CC=C1)[C@H]1N(CCC1)C1=NC=C(C(=O)N[C@H](C)\C=C\S(=O)(=O)C)C(=C1)C